C(\C=C\C=C\C(=O)[O-])(=O)OC methyl muconate